CB(C)C trimethyl-borane